ClC1=C(C=CC(=C1)OC)N=NC1=C(C=CC=C1CO)O (2-chloro-4-methoxyphenyldiazenyl)-3-(hydroxymethyl)phenol